(5-bromo-2-fluorophenyl)(cyclopropyl)methanone oxime BrC=1C=CC(=C(C1)C(=NO)C1CC1)F